C1=CC=CC=2C3=CC=CC=C3N(C12)C1=C(C(=C(C=C1C1=NC(=NC(=N1)C1=CC=CC=C1)C1=CC=CC=C1)N1C2=CC=CC=C2C=2C=C(C=CC12)C1=CC=CC=C1)N1C2=CC=CC=C2C=2C=C(C=CC12)C1=CC=CC=C1)C1=NC(=NC(=N1)C1=CC=CC=C1)C1=CC=CC=C1 9,9'-(4-(9H-carbazol-9-yl)-3,5-bis(4,6-diphenyl-1,3,5-triazin-2-yl)-1,2-phenylene)bis(3-phenyl-9H-carbazole)